5-Bromo-2,3-dihydrobenzofuran-7-ol BrC=1C=C(C2=C(CCO2)C1)O